COC(=O)C=1C(=C(C=CC1)NC1=C(C=C2C=NN(C2=C1)C)C1=CC(=NC=C1)C)C(=O)OC 3-[[1-methyl-5-(2-methyl-4-pyridinyl)indazol-6-yl]amino]benzene-1,2-dicarboxylic acid dimethyl ester